ClC1=C(C=CC=C1)C1=C(SC=2N1C(C=CN2)=O)C2=NC(=NC=C2)NC=2C=C(C=CC2)S(=O)(=O)N 3-[4-[3-(2-Chloro-phenyl)-5-oxo-5H-thiazolo[3,2-a]pyrimidin-2-yl]-pyrimidin-2-ylamino]-benzenesulfonamide